(±)-trans-3-(4-amino-3-(4-(4-fluorophenoxy)phenyl)-1H-pyrazolo[3,4-d]pyrimidin-1-yl)-1-methylcyclopentan-1-ol NC1=C2C(=NC=N1)N(N=C2C2=CC=C(C=C2)OC2=CC=C(C=C2)F)[C@@H]2C[C@](CC2)(O)C |r|